SC[C@@H]1N(CCN(C1)C(=O)OC(C)(C)C)C(=O)OCC1=CC=CC=C1 1-benzyl 4-(t-butyl) (R)-2-(sulfydrylmethyl)piperazin-1,4-dicarboxylate